(2R)-5-chloro-N-{3-[2-(4-chloro-3-fluorophenoxy)acetamido]bicyclo[1.1.1]pent-1-yl}-2-methyl-2,3-dihydro-1-benzofuran-2-carboxamide ClC=1C=CC2=C(C[C@@](O2)(C(=O)NC23CC(C2)(C3)NC(COC3=CC(=C(C=C3)Cl)F)=O)C)C1